(2-fluoro-4-((trans)-4-hydroxypyrrolidin-2-yl)phenyl)-N-(tetrahydro-2H-pyran-4-yl)benzo[d]imidazo[2,1-b]thiazol-7-carboxamide hydrochloride Cl.FC1=C(C=CC(=C1)[C@@H]1NC[C@H](C1)O)C=1N=C2SC3=C(N2C1)C=CC(=C3)C(=O)NC3CCOCC3